3-cyclopentyl-5-oxo-4,5-dihydro-1H-pyrazole-1-carboxylic acid tert-butyl ester C(C)(C)(C)OC(=O)N1N=C(CC1=O)C1CCCC1